2-[[4-[4-(dimethylamino)-1-piperidinyl]-6-[methyl-(3-pyridylmethyl)amino]-2-pyrimidinyl]amino]-4-methyl-5-thiazolecarboxylic acid, ethyl ester CN(C1CCN(CC1)C1=NC(=NC(=C1)N(CC=1C=NC=CC1)C)NC=1SC(=C(N1)C)C(=O)OCC)C